3-cyano-N-(1-(4-methoxyphenyl)-2-oxo-2-((4-(trimethylsilyl)phenyl)amino)ethyl)propanamide C(#N)CCC(=O)NC(C(NC1=CC=C(C=C1)[Si](C)(C)C)=O)C1=CC=C(C=C1)OC